O1CCOC2=NC(=CC=C12)NC1=NC(=NC=C1)NC1=CC(=C(C=C1)OCCCN1CCCCC1)OC 4-(2,3-dihydro-1,4-dioxa-5-aza-6-naphthylamino)-2-[3-methoxy-4-(3-piperidinopropoxy)phenylamino]pyrimidine